C(CCCCCCC)C(CCO)CCCCCCCC 3-octylundecan-1-ol